P(=O)(O)(O)O[C@H]1[C@H]([C@@H](O[C@@H]1CO)N1C(=O)NC(=O)C=C1)OC.ClC1=CC=C(C=C1)C(CCCCCCC)=O 1-chloro-4-n-octanoyl-benzene 2'-O-methyluridine-3'-phosphate